4-[4-(5-bromo-1,3,4-thiadiazol-2-yl)piperazine-1-carbonyl]Piperidine-1-carboxylic acid tert-butyl ester C(C)(C)(C)OC(=O)N1CCC(CC1)C(=O)N1CCN(CC1)C=1SC(=NN1)Br